ClC=1C2=C(N(C(CC1C1=CN=CO1)=O)CC1=CC(=C(C=C1)C)F)C=CC=C2 5-chloro-1-(3-fluoro-4-methylbenzyl)-4-(oxazol-5-yl)-1,3-dihydro-2H-benzo[b]azepin-2-one